1-(3-(4-Methoxyphenyl)-1,2,4-oxadiazol-5-yl)-N-((1-((2-Methylpyridin-3-yl)methyl)pyrrolidin-3-yl)methyl)piperidin-4-carboxamid COC1=CC=C(C=C1)C1=NOC(=N1)N1CCC(CC1)C(=O)NCC1CN(CC1)CC=1C(=NC=CC1)C